C(#N)C1=C(C=C(C(=O)O)O)C=CC=C1 o-cyano-hydroxy-cinnamic acid